BrC1(CC(=CC=C1)C)C 4-bromo-2,4-dimethylbenzene